N-(5-fluoropyridin-2-yl)-2-(6-isopropyl-2-(6-methyl-4-(methylsulfanyl)pyridin-3-yl)-5,8-dioxo-5,6,7,8-tetrahydro-4H-pyrazolo[1,5-a]pyrrolo[3,4-d]pyrimidin-4-yl)acetamide FC=1C=CC(=NC1)NC(CN1C=2N(C(C3=C1C(N(C3)C(C)C)=O)=O)N=C(C2)C=2C=NC(=CC2SC)C)=O